C(#N)C1=CC(=C(COC2=NN(C=C2C(=C)C)C2CCN(CC2)C(=O)OC(C)(C)C)C=C1)F Tert-butyl 4-(3-((4-cyano-2-fluorobenzyl)oxy)-4-(prop-1-en-2-yl)-1H-pyrazol-1-yl)piperidine-1-carboxylate